(3S,4S)-4-((2-iodo-1-(2,2,2-trifluoroethyl)-1H-indol-4-yl)amino)piperidin-3-ol IC=1N(C2=CC=CC(=C2C1)N[C@@H]1[C@H](CNCC1)O)CC(F)(F)F